C(#N)C1=CC=C(C=C1)C1=NC2=C(N1C1=CC=C(C=C1)C)C=CC(=C2)C(=O)O 2-(4-cyanophenyl)-1-(p-tolyl)-1H-benzo[d]imidazole-5-carboxylic acid